N,N-dibenzyl-2-(5-methoxy-1H-indol-3-yl)ethanamine C(C1=CC=CC=C1)N(CCC1=CNC2=CC=C(C=C12)OC)CC1=CC=CC=C1